NC=1C=2N(C3=CC(=C(C=C3N1)Cl)C(=O)N1[C@H]3C4=C(O[C@@H](CC1)C3)C=C(C=C4)C(F)(F)F)C=NC2 (4-amino-7-chloroimidazo[1,5-a]quinoxalin-8-yl)((2S,6R)-9-(trifluoromethyl)-3,4-dihydro-2H-2,6-methanobenzo[b][1,5]oxazocin-5(6H)-yl)methanone